acetylphosphinate C(C)(=O)P([O-])=O